ClC1=NC(=NC(=N1)Cl)NCCSSCCNC(OC(C)(C)C)=O tert-butyl (2-((2-((4,6-dichloro-1,3,5-triazin-2-yl)amino)ethyl)disulfaneyl)ethyl)carbamate